N-(3-fluoro-4-(1-methyl-6-(1H-pyrazol-4-yl)-1H-indazol-5-yloxy)phenyl)-1-(4-fluorophenyl)-6-ethoxy-2-oxo-1,2-dihydropyridine-3-carboxamide FC=1C=C(C=CC1OC=1C=C2C=NN(C2=CC1C=1C=NNC1)C)NC(=O)C=1C(N(C(=CC1)OCC)C1=CC=C(C=C1)F)=O